(2S,3S)-2-Amino-3-(3-methoxynaphthalen-1-yl)butanoic acid N[C@H](C(=O)O)[C@@H](C)C1=CC(=CC2=CC=CC=C12)OC